4-amino-3,5-dibromothiophene-2-carboxylic acid ethyl ester C(C)OC(=O)C=1SC(=C(C1Br)N)Br